C(CCCCCCC\C=C/C\C=C/CCCCC)(=O)OC[C@@H](OC(CCCCCCC\C=C/C\C=C/CCCCC)=O)CO 1,2-dilinoleoyl-sn-glycerol